5-(4-{(1S)-1-[(1r,4S)-4-aminocyclohexyl]ethyl}-3,4-dihydro-2H-1,4-benzoxazin-6-yl)-1,3,4-oxadiazol-2(3H)-one NC1CCC(CC1)[C@H](C)N1CCOC2=C1C=C(C=C2)C2=NNC(O2)=O